3-{4-Cyclohexylamino-2-[4-(4-methylpiperazin-1-yl)phenylamino]pyrimidin-5-yl}acrylonitrile C1(CCCCC1)NC1=NC(=NC=C1C=CC#N)NC1=CC=C(C=C1)N1CCN(CC1)C